N-(5-((1H-pyrazol-1-yl)methyl)-3,4-dihydro-2H-chromeno[8,7-d]isoxazol-9-yl)-2,3-Dihydrobenzofuran-7-sulfonamide N1(N=CC=C1)CC1=C2CCCOC2=C2C(=NOC2=C1)NS(=O)(=O)C1=CC=CC=2CCOC21